COC1=CC=C(C=C1)C=1N=C2N(NCCC2)C1 2-(4-methoxyphenyl)-5,6,7,8-tetrahydroimidazo[1,2-b]Pyridazine